FC=1C(=NC=NC1C=1N(N=CC1)C)N1CCC(CC1)C(=O)OC methyl 1-[5-fluoro-6-(2-methylpyrazol-3-yl)pyrimidin-4-yl]piperidine-4-carboxylate